1-methyl-1-butylpiperidinium bis(trifluoromethanesulfonyl)imide salt [N-](S(=O)(=O)C(F)(F)F)S(=O)(=O)C(F)(F)F.C[N+]1(CCCCC1)CCCC